5,8-dinitro-9,10-anthraquinone-2-carboxylic acid [N+](=O)([O-])C1=C2C(C=3C=CC(=CC3C(C2=C(C=C1)[N+](=O)[O-])=O)C(=O)O)=O